N5-((1R,5S)-3-oxabicyclo[3.1.0]hexan-6-yl)-N3-methyl-1-(1-(1-tosyl-1H-indol-4-yl)ethyl)-1H-pyrazole-3,5-dicarboxamide [C@H]12COC[C@@H]2C1NC(=O)C1=CC(=NN1C(C)C1=C2C=CN(C2=CC=C1)S(=O)(=O)C1=CC=C(C)C=C1)C(=O)NC